COC=1C=C2C(=NC=NC2=CC1OC)NC1CCC(CC1)COP(O)(O)=O ((4-((6,7-dimethoxyquinazolin-4-yl)amino)cyclohexyl)methyl)phosphoric acid